FC(O[C@@H]1C[C@H](CCC1)NC(CN1C=NC2=C(C1=O)N(N=C2NC2=CC=C(C=C2)C(F)(F)F)C)=O)F N-((1S,3S)-3-(difluoromethoxy)cyclohexyl)-2-(1-methyl-7-oxo-3-((4-(trifluoromethyl)phenyl)amino)-1,7-dihydro-6H-pyrazolo[4,3-d]pyrimidin-6-yl)acetamide